tert-butyl 7-((6-cyano-8-cyclopentyl-7-oxo-7,8-dihydropyrido[2,3-d]pyrimidin-2-yl)amino)-4,4-dimethyl-3,4-dihydroisoquinoline-2(1H)-carboxylate C(#N)C1=CC2=C(N=C(N=C2)NC2=CC=C3C(CN(CC3=C2)C(=O)OC(C)(C)C)(C)C)N(C1=O)C1CCCC1